Nα-(t-butoxycarbonyl)-L-asparagine C(C)(C)(C)OC(=O)N[C@@H](CC(N)=O)C(=O)O